FC1=C(C=C2C=CC(N(C2=C1)C1=C(C=C(C(=C1)F)CO)OC)=O)S(=O)(=O)N(CC1=CC=C(C=C1)OC)C1=NOC=C1 (P)-7-fluoro-1-(5-fluoro-4-(hydroxymethyl)-2-methoxyphenyl)-N-(isoxazol-3-yl)-N-(4-methoxybenzyl)-2-oxo-1,2-dihydroquinoline-6-sulfonamide